OC1=C(CN)C=C(C=C1C(C)(C)C)C(C)(C)C 2-hydroxy-3,5-di-tert-butylbenzylamine